24-ethylcholesta-7,25(27)-dienol CCC(CC[C@@H](C)[C@H]1CC[C@@H]2[C@@]1(CC[C@H]3C2=CCC4[C@@]3(CCCC4)C)C)C(=C)CO